OC1=C(C=CC(=C1)O)C1=NC(=NC(=N1)C1=CC=CC=C1)C1=CC=CC=C1 2-(2,4-dihydroxyphenyl)-4,6-diphenyl-1,3,5-triazine